BrC=1N=C(SC1)C=1CCN(CC1)C(=O)OC(C)(C)C tert-butyl 4-(4-bromothiazol-2-yl)-3,6-dihydropyridine-1(2H)-carboxylate